1-(5-(4-AMINO-7-(OXETAN-3-YL)-7H-PYRROLO[2,3-D]PYRIMIDIN-5-YL)IMIDAZO[1,2-A]PYRIDIN-8-YL)-3-(5-(1-(TRIFLUOROMETHYL)CYCLOPROPYL)ISOXAZOL-3-YL)UREA NC=1C2=C(N=CN1)N(C=C2C2=CC=C(C=1N2C=CN1)NC(=O)NC1=NOC(=C1)C1(CC1)C(F)(F)F)C1COC1